(S)-4-[2-(4-bromophenoxy)ethyl]-1,5-dimethylpiperazin-2-one BrC1=CC=C(OCCN2CC(N(C[C@@H]2C)C)=O)C=C1